N1=C(C=C(C=C1)B(O)O)C1=NC=CC=C1 [2,2'-bipyridine]-4-boronic acid